silyl-benzopinacol [SiH3]C1=C(C=CC=C1)C(O)(C1=CC=CC=C1)C(O)(C1=CC=CC=C1)C1=CC=CC=C1